ClC1=NC=CC(=C1F)CC=1C(=C(C=NC1)N)C 5-[(2-chloro-3-fluoro-4-pyridyl)methyl]-4-methyl-pyridin-3-amine